(2R,7aS)-7a-(((7-(8-ethynyl-7-fluoro-3-hydroxynaphthalen-1-yl)-8-fluoro-4-((trans-2-fluorocyclopropyl)(methyl)amino)pyrido[4,3-d]pyrimidin-2-yl)oxy)methyl)hexahydro-1H-pyrrolizin-2-ol C(#C)C=1C(=CC=C2C=C(C=C(C12)C1=C(C=2N=C(N=C(C2C=N1)N(C)[C@H]1[C@@H](C1)F)OC[C@]12CCCN2C[C@@H](C1)O)F)O)F